ClC=1C=CC=C2C(N=C(NC12)C1=NC=C(C=N1)C1=C(C(=O)O)C=CC=C1)(C)C (2-(8-chloro-4,4-dimethyl-1,4-dihydroquinazolin-2-yl)pyrimidin-5-yl)benzoic acid